2-butyl-1-nonanol C(CCC)C(CO)CCCCCCC